C(C)C(COC(C(CC1CC1)NP(=O)(OC1=CC=CC=C1)OC1=CC=C(C=C1)[N+](=O)[O-])=O)CC 3-cyclopropyl-2-(((4-nitrophenoxy)(phenoxy)phosphoryl)amino)propanoic acid 2-ethylbutyl ester